((2-(methacryloyloxy) ethyl) dimethylammonio) butane-1-sulfonate C(CCC)S(=O)(=O)O[N+](C)(C)CCOC(C(=C)C)=O